5-Chloro-2-fluoro-4-(6-((1,1,3,3-tetrafluoropropan-2-yl)oxy)pyridin-3-yl)aniline ClC=1C(=CC(=C(N)C1)F)C=1C=NC(=CC1)OC(C(F)F)C(F)F